3-(1-Methyl-7-((1-(pent-2-ynoyl)piperidin-4-yl)oxy)-1H-indazol-3-yl)piperidine-2,6-dione CN1N=C(C2=CC=CC(=C12)OC1CCN(CC1)C(C#CCC)=O)C1C(NC(CC1)=O)=O